Octandialdehyd C(CCCCCCC=O)=O